FC(C(=O)O)(F)F.NC=1C=2N(C=C(N1)C1=CC=NN1C([2H])([2H])[2H])C(=CN2)C=2C=C(C=CC2C)C(C(C)O)(F)F (3-(8-amino-6-(1-(methyl-d3)-1H-pyrazol-5-yl)imidazo[1,2-a]pyrazin-3-yl)-4-methylphenyl)-1,1-difluoropropan-2-ol trifluoroacetate